5-chloro-2-cyanopyridin-3-yl 3-[4-(2-aminothiazol-4-yl)-1H-1,2,3-triazol-1-yl]-3-deoxy-2-O-(3,5-difluoro-4-hydroxybenzyl)-1-thio-alpha-D-galactopyranoside NC=1SC=C(N1)C=1N=NN(C1)[C@@H]1[C@H]([C@@H](SC=2C(=NC=C(C2)Cl)C#N)O[C@@H]([C@@H]1O)CO)OCC1=CC(=C(C(=C1)F)O)F